rac-((1r,3r)-2,2-difluoro-3-vinylcyclopropyl)methanol FC1([C@H]([C@H]1C=C)CO)F |r|